C1(=CC(=CC=C1)C1(CC1)C=1C(=C(C(=O)N)C=C(C1)OCCN(C)C)C)C1=CC=CC=C1 (1-([1,1'-Biphenyl]-3-yl)cyclopropyl)-5-(2-(dimethyl-amino)ethoxy)-2-methylbenzamide